(1s,20s)-8,19-dioxa-12-azatetracyclo[18.2.2.02,7.012,17]tetracosa-2(7),3,5-triene-11,16-dione C12C=3C=CC=CC3OCCC(N3CCCC(C3COC(CC1)CC2)=O)=O